ClC1=NC(=C(C2=C1C=CS2)C2=C(C=C(C=C2)F)OC)C(=O)NC2CN(CCC2O)C(=O)OC(C)(C)C tert-butyl 3-[[4-chloro-7-(4-fluoro-2-methoxy-phenyl) thieno[3,2-c]pyridine-6-carbonyl] amino]-4-hydroxy-piperidine-1-carboxylate